2-(2-ditert-butylphosphanylphenyl)-N,N-dimethylaniline C(C)(C)(C)P(C1=C(C=CC=C1)C1=C(N(C)C)C=CC=C1)C(C)(C)C